ClC=1C=C(C=CC1Cl)C1=CC(=C(C=C1)Cl)Cl 3,4,3',4'-tetrachlorobiphenyl